methyl (1s,4s)-1-methoxy-4-(4-methyl-6-((5-methyl-1H-pyrazol-3-yl)amino)pyrimidin-2-yl)cyclohexane-1-carboxylate COC1(CCC(CC1)C1=NC(=CC(=N1)C)NC1=NNC(=C1)C)C(=O)OC